(5-(3-(carbomethoxy)Phenyl)-6-phenylpyridin-2-yl)thiophene-2-carboxylic acid C(=O)(OC)C=1C=C(C=CC1)C=1C=CC(=NC1C1=CC=CC=C1)C1=C(SC=C1)C(=O)O